NCC1=CC=C(C=C1)NC=1C=NC(=NC1)N1CC2(C1)CCC2 N-(4-(aminomethyl)phenyl)-2-(2-azaspiro[3.3]heptan-2-yl)pyrimidin-5-amine